NC1=CC(=C(C(=O)OC2CCCC2)C=C1)C=1N=NNN1 cyclopentyl 4-amino-2-(2H-tetrazol-5-yl)benzoate